1-(6-(4-(dimethoxymethyl)piperidin-1-yl)-5-fluoro-1-methyl-1H-indazol-3-yl)dihydropyrimidine-2,4(1H,3H)-dione COC(C1CCN(CC1)C1=C(C=C2C(=NN(C2=C1)C)N1C(NC(CC1)=O)=O)F)OC